O=C1N(C(C2=CC=CC=C12)=O)OC(=O)C1CN(CCO1)C(=O)OC(C)(C)C tert-butyl 2-{[(1,3-dioxo-1,3-dihydro-2H-isoindol-2-yl)oxy]carbonyl}morpholine-4-carboxylate